C(CCC)C1(N(S(C2=C(N(C1)C1=CC=CC=C1)C=C(C(=C2)C(=O)OC)N(C)C)(=O)=O)CC2=CC=C(C=C2)OC)C methyl 3-butyl-7-(dimethylamino)-2-(4-methoxybenzyl)-3-methyl-5-phenyl-2,3,4,5-tetrahydro-1,2,5-benzothiadiazepine-8-carboxylate 1,1-dioxide